5-[(2-carbamoylphenyl)methyl]-7-hexyl-5H,6H,7H,8H,9H,10H-cyclohepta[b]indole-4-carboxylic acid C(N)(=O)C1=C(C=CC=C1)CN1C2=C(C3=CC=CC(=C13)C(=O)O)CCCC(C2)CCCCCC